7-chloro-3-(2,6-dichloro-3,5-dimethoxyphenyl)-N-(2-(isopropylthio)ethyl)-2,6-naphthyridine-1-amine ClC1=NC=C2C=C(N=C(C2=C1)NCCSC(C)C)C1=C(C(=CC(=C1Cl)OC)OC)Cl